FC1=C(C(=C(C(=C1F)F)F)F)I 2,3,4,5,6-pentafluoro-1-iodobenzene